NCC1CCC(CC1)C1=CC=C2C=NC(=NC2=C1)NC1=C(C=C2CCN(CC2=C1)C)OC 7-((1r,4r)-4-(aminomethyl)cyclohexyl)-N-(6-methoxy-2-methyl-1,2,3,4-tetrahydroisoquinolin-7-yl)quinazolin-2-amine